3-methoxy-2-(3-tetrahydropyran-2-yloxy-propoxy)-6,7-dihydro-5H-pyrrolo[3,4-b]pyridine COC=1C=C2C(=NC1OCCCOC1OCCCC1)CNC2